F[Si](OC(F)(F)F)(OC(F)(F)F)C(C(C(C(C(C(C(C(F)(F)F)(F)F)(F)F)(F)F)(F)F)(F)F)(F)F)(F)F perfluorooctyldimethoxysilane